5-{[(2-hydroxyethyl)amino]methyl}-1-methyl-N-(2-methylbiphenyl-3-yl)-1H-imidazole-2-carboxamide OCCNCC1=CN=C(N1C)C(=O)NC=1C(=C(C=CC1)C1=CC=CC=C1)C